3-(bromomethyl)-2-(trifluoromethyl)-1,1'-biphenyl BrCC=1C(=C(C=CC1)C1=CC=CC=C1)C(F)(F)F